1-isopropyl-4-(tritylthio)piperidine C(C)(C)N1CCC(CC1)SC(C1=CC=CC=C1)(C1=CC=CC=C1)C1=CC=CC=C1